[18F]CCOS(=O)(=O)C1=CC=C(C)C=C1 [18F]-fluoroethyltosylate